ClC1=NC(=C(C=2N=CNC(C21)=O)Cl)Cl 5,7,8-trichloro-3H-pyrido[4,3-d]pyrimidin-4-one